1,1,1,2,4,4,5,5,5-nonafluoro-2-pentene FC(C(=CC(C(F)(F)F)(F)F)F)(F)F